N-(1'-(2-(3-hydroxy-3-methylazetidin-1-yl)-6-methylpyrimidin-4-yl)-1',2'-dihydrospiro[cyclopropane-1,3'-pyrrolo[3,2-c]pyridin]-6'-yl)acetamide OC1(CN(C1)C1=NC(=CC(=N1)N1CC2(C=3C=NC(=CC31)NC(C)=O)CC2)C)C